ClC1=C(C=NO)C=C(C(=C1)F)C1=NC=C(C=C1Cl)C(F)(F)F 2-chloro-5-[3-chloro-5-(trifluoromethyl)-2-pyridinyl]-4-fluoro-benzaldehyde oxime